CNCCCCCNC N1,N5-dimethylpentane-1,5-diamine